(2S,4R)-4-amino-pyrrolidine-2-carboxylic acid N[C@@H]1C[C@H](NC1)C(=O)O